3-{4-Propylamino-2-[4-(4-methylpiperazin-1-yl)phenylamino]pyrimidin-5-yl}acrylonitrile C(CC)NC1=NC(=NC=C1C=CC#N)NC1=CC=C(C=C1)N1CCN(CC1)C